C(#N)C1=CC(=C(OCC=2C=C(OC3CCN(CC3)CC3=NC4=C(N3CC3(CC3)CF)C=C(C=C4F)C(=O)O)C=CC2)C=C1)F 2-((4-(3-((4-Cyano-2-fluorophenoxy)methyl)phenoxy)piperidin-1-yl)methyl)-4-fluoro-1-((1-(fluoromethyl)cyclopropyl)methyl)-1H-benzo[d]imidazole-6-carboxylic acid